Bis(3-pentyn-1-yl) adipate C(CCCCC(=O)OCCC#CC)(=O)OCCC#CC